COC(=O)[C@@H]1CSC2=C(C(=CC(N12)=O)CC1=CC(=CC=C1)C(F)(F)F)C1CC1 (3R)-7-cyclopropyl-4-oxo-6-{[m-(trifluoromethyl)phenyl]Methyl}-1-thia-3a-aza-3-indaneFormic acid methyl ester